BrC1=NN2C(C(N(CC2)C2=C(C=C(C=C2)C=2N=CC3=C(N2)C=CC(=N3)C(F)(F)F)C)=O)=C1C 2-bromo-3-methyl-5-(2-methyl-4-(6-(trifluoromethyl)pyrido[3,2-d]pyrimidin-2-yl)phenyl)-6,7-dihydropyrazolo[1,5-a]pyrazin-4(5H)-one